BrC1=C(C=CC=C1N(C1=CC=CC=C1)C1=CC2=CC=CC=C2C=C1)N(C1=CC=CC=C1)C1=CC2=CC=CC=C2C=C1 2-bromo-N1,N3-di(naphthalen-2-yl)-N1,N3-diphenylbenzene-1,3-diamine